ClC1=C(C=C(C=C1)F)C1(NC(C2=C1C(=CC1=C(N(N=C21)C)S(=O)(=O)C)C2=C(C(=O)N)C=C(C=C2C(F)(F)F)F)=O)O [6-(2-chloro-5-fluorophenyl)-6-hydroxy-2-methyl-3-(methyldioxo-λ6-sulfanyl)-8-oxo-7,8-dihydro-6H-pyrrolo[4,3-g]indazol-5-yl]-5-fluoro-3-(trifluoromethyl)benzamide